FC(C12CC(C1)(C2)N2N=C1N(C2=O)[C@@H](CC1)C1=CC(=CC=C1)F)F (5S)-2-[3-(difluoromethyl)bicyclo[1.1.1]pentan-1-yl]-5-(3-fluorophenyl)-2,5,6,7-tetrahydro-3H-pyrrolo[2,1-c][1,2,4]triazol-3-one